[1-(7-azaspiro[3.5]nonan-2-yl)-5-methyl-pyrazol-4-yl]-4-[2-hydroxy-1-(2-pyridyl)ethoxy]pyrazolo[1,5-a]pyridine-3-carbonitrile HCl salt Cl.C1C(CC12CCNCC2)N2N=CC(=C2C)C2=NN1C(C(=CC=C1)OC(CO)C1=NC=CC=C1)=C2C#N